N-ETHYL-2-[ETHYL(2-OXOETHYL)AMINO]ACETAMIDE C(C)NC(CN(CC=O)CC)=O